[Na].C1(CCCCC1)NCCCS(=O)(=O)O 3-(cyclohexylamino)-1-propanesulfonic acid sodium